N-(6-Amino-5-ethyl-3-pyridyl)-2-[(2R,5S)-5-methyl-2-[6-[(1-methyl-4-piperidyl)amino]-3-pyridyl]-1-piperidyl]-2-oxo-acetamide NC1=C(C=C(C=N1)NC(C(=O)N1[C@H](CC[C@@H](C1)C)C=1C=NC(=CC1)NC1CCN(CC1)C)=O)CC